5-bromo-2-fluoro-N-(2-(methylamino)ethyl)benzamide perfluorophenyl-1-(4-bromo-5-fluoro-2-methoxyphenyl)-7-fluoro-2-oxo-1,2-dihydroquinoline-6-sulfonate FC1=C(C(N(C2=C(C(=C(C(=C12)F)S(=O)(=O)O)F)F)C1=C(C(=C(C(=C1F)F)Br)F)OC(F)(F)F)=O)C1=C(C(=C(C(=C1F)F)F)F)F.BrC=1C=CC(=C(C(=O)NCCNC)C1)F